6-(6-(1-(4-chloro-3-fluorophenyl)-3,3-dimethyl-2,3-dihydro-1H-pyrrolo[3,2-b]pyridine-5-carbonyl)-2,6-diazaspiro[3.3]hept-2-yl)nicotinic acid ClC1=C(C=C(C=C1)N1CC(C2=NC(=CC=C21)C(=O)N2CC1(CN(C1)C1=NC=C(C(=O)O)C=C1)C2)(C)C)F